Phenothiazine-1-one C1(C=CC=C2SC3=CC=CC=C3N=C12)=O